C1=2C(CCC(C1(C)C)C2)=C pinen-2(10)-ene